N(=C=O)C=1C(=C(C(=C(C1)C1=CC(=CC=C1)C)N=C=O)C)N=C=O diisocyanato(isocyanato)-3,3'-dimethylbiphenyl